5-[4-amino-5-(trifluoromethyl)pyrrolo[2,1-f][1,2,4]triazin-7-yl]-N-[(3R,4S)-4-fluoro-1-(1,2,3,4-tetrahydronaphthalen-1-yl)pyrrolidin-3-yl]-2-methoxypyridine-3-carboxamide NC1=NC=NN2C1=C(C=C2C=2C=C(C(=NC2)OC)C(=O)N[C@@H]2CN(C[C@@H]2F)C2CCCC1=CC=CC=C21)C(F)(F)F